tert-butyl(2-(4-methyl-3-(methyl(1-(naphthalen-1-yl)cyclopropyl)carbamoyl) phenoxy)ethyl)carbamate C(C)(C)(C)OC(NCCOC1=CC(=C(C=C1)C)C(N(C1(CC1)C1=CC=CC2=CC=CC=C12)C)=O)=O